C1(CC1)C1=C(C=C(C=C1)C(NC(=O)C1N(CC(C1)F)C(CNC(=O)N1CC(C1)C(F)(F)F)=O)C1=CC=CC=C1)F N-[(4-cyclopropyl-3-fluorophenyl)(phenyl)methyl]-4-fluoro-1-(2-{[3-(trifluoromethyl)azetidine-1-carbonyl]amino}acetyl)pyrrolidine-2-carboxamide